2-(1-(5-fluoropicolinoyl)pyrrolidin-3-yl)-5-methoxybenzaldehyde FC=1C=CC(=NC1)C(=O)N1CC(CC1)C1=C(C=O)C=C(C=C1)OC